C1(CCC(N1NC1=C(C(=O)[O-])C=CC(=C1)C(CBr)=O)=O)=O N-succinimidyl-4-(bromoacetyl)-aminobenzoate